2-methylpyrazolo[1,5-b]pyridazin CC1=NN2N=CC=CC2=C1